C12C(CC(C(C1)C(=O)N)C2)C(=O)N norbornane-2,5-dicarboxamide